Di(pentafluorophenyl)amine FC1=C(C(=C(C(=C1NC1=C(C(=C(C(=C1F)F)F)F)F)F)F)F)F